C1C[C@@H]([C@H](C[C@H]1N2CCN3C(=NN=C3C(F)(F)F)C2)N)C4=CC(=C(C=C4F)F)F The molecule is a triazolopyrazine that is a rigid cyclohexylamine analogue of sitagliptin. It has a role as an EC 3.4.* (hydrolases acting on peptide bond) inhibitor. It is a triazolopyrazine and an organofluorine compound. It derives from a sitagliptin.